N-((5-(cyanomethoxy)-1-(4-(trifluoromethyl)phenyl)-1H-indazol-3-yl)methyl)methanesulfonamide C(#N)COC=1C=C2C(=NN(C2=CC1)C1=CC=C(C=C1)C(F)(F)F)CNS(=O)(=O)C